2-methyl-(propyl butyrate) CC(C(=O)[O-])(CC)CCC